diphenoxyisobutyl-phosphine O(C1=CC=CC=C1)P(CC(C)C)OC1=CC=CC=C1